ethyl (Z)-5-(4-((3-((tert-butoxycarbonyl)amino)benzyl)oxy)-3-hydroxybenzylidene)-4-oxo-2-(phenylamino)-4,5-dihydrothiophene-3-carboxylate C(C)(C)(C)OC(=O)NC=1C=C(COC2=C(C=C(\C=C/3\C(C(=C(S3)NC3=CC=CC=C3)C(=O)OCC)=O)C=C2)O)C=CC1